(S)-N-(pyridin-3-yl)-5-(pyrrolidin-3-ylamino)quinoline-8-carboxamide hydrochloride Salt Cl.N1=CC(=CC=C1)NC(=O)C=1C=CC(=C2C=CC=NC12)N[C@@H]1CNCC1